COC1=C(C=CC=C1)C=1NC(=C(N1)C1=CC=CC=C1)C1=CC=CC=C1 2-methoxyphenyl-4,5-diphenylimidazole